5-[4-({1-[(4-cyclopropylphenyl)carbamoyl]-D-prolyl}amino)phenyl]pyridine-2-carboxylic acid C1(CC1)C1=CC=C(C=C1)NC(=O)N1[C@H](CCC1)C(=O)NC1=CC=C(C=C1)C=1C=CC(=NC1)C(=O)O